1,4-bis[(3-ethyl-3-oxetanyl)methoxy]heptane C(C)C1(COC1)COCCCC(CCC)OCC1(COC1)CC